5H-pyrimido[5,4-b]indole N1=CN=CC=2NC=3C=CC=CC3C21